OC(C(=O)OC(C)C)C isopropyl 2-hydroxypropanoate